COC(C1=C(C=C(C(=C1)C1OCCO1)OCC1=CC=CC=C1)NC(=O)OC(C)(C)C)=O.C(#N)/C(/C(=O)NC1=CC=C(C=C1)F)=C(\C=1C=NOC1C)/O (Z)-2-cyano-N-(4-fluorophenyl)-3-hydroxy-3-(5-methylisoxazol-4-yl)acrylamide methyl-4-(benzyloxy)-2-[(tert-butoxycarbonyl)amino]-5-(1,3-dioxolan-2-yl)benzoate